C(=O)O.ClC=1C2=C(N=CN1)C(=CN2C2=CC=CC=C2)C2=CC=C(C=C2)OCCCN2CCOCC2 4-chloro-7-[4-(3-morpholin-4-yl-propoxy)-phenyl]-5-phenyl-5H-pyrrolo[3,2-d]pyrimidine formate